N[C@H]1C[C@@H]2COC3=C(C(N2C1)=O)C(=C(C(=C3)C)F)OC(C)C (2S,11aR)-2-Amino-7-fluoro-6-isopropoxy-8-methyl-2,3,11,11a-tetrahydro-1H,5H-benzo[f]pyrrolo[2,1-c][1,4]oxazepin-5-one